COCCS(=O)(=O)Cl 2-methoxy-ethanesulfonyl chloride